2-(pyrido[3,2-d]pyrimidin-4-ylamino)-4-((4-(5,6,7,8-tetrahydro-1,8-naphthyridin-2-yl)butyl)(2-(2,2,2-trifluoroethoxy)ethyl)amino)butanoic acid N1=CN=C(C2=C1C=CC=N2)NC(C(=O)O)CCN(CCOCC(F)(F)F)CCCCC2=NC=1NCCCC1C=C2